2-fluoro-4-amino-1-(4-methylpiperazin-1-yl)ethylbenzene FCC(N1CCN(CC1)C)C1=CC=C(C=C1)N